(E)-3-(1-((4-bromophenyl)sulfonyl)-1H-indol-3-yl)-1-phenylprop-2-en-1-one BrC1=CC=C(C=C1)S(=O)(=O)N1C=C(C2=CC=CC=C12)/C=C/C(=O)C1=CC=CC=C1